5-[7-(3,6-Dihydro-2H-pyran-4-yl)-4-methoxythiazolo[4,5-c]pyridin-2-ylcarbamoyl]-1H-imidazole-2-carboxylic acid O1CCC(=CC1)C=1C2=C(C(=NC1)OC)N=C(S2)NC(=O)C2=CN=C(N2)C(=O)O